O1C=CNCCC1 4,5,6,7-tetrahydro-1,4-oxaazepine